FC1=C(C=CC=C1)C1=CC(=NC2=CC=C(C=C12)CCCCCC)N(CC(=O)O)C 2-{[4-(2-fluorophenyl)-6-hexylquinolin-2-yl](methyl)amino}acetic acid